3-bromo-5-fluoro-4-(2-hydroxypropan-2-yl)benzoic acid methyl ester COC(C1=CC(=C(C(=C1)F)C(C)(C)O)Br)=O